FC(CN1C=C(C=CC1=O)C(=O)O)F 1-(2,2-difluoroethyl)-6-oxopyridine-3-carboxylic acid